boric acid magnesium sulfate S(=O)(=O)([O-])[O-].[Mg+2].B(O)(O)O